tert-butyl (3S,4R)-3-fluoro-4-[[2-[3-(2-methoxy-4-methylsulfonyl-anilino)prop-1-ynyl]-3-(trifluoromethylsulfanyl)pyrazolo[1,5-a]pyridin-7-yl]amino]piperidine-1-carboxylate F[C@H]1CN(CC[C@H]1NC1=CC=CC=2N1N=C(C2SC(F)(F)F)C#CCNC2=C(C=C(C=C2)S(=O)(=O)C)OC)C(=O)OC(C)(C)C